7-chloro-8-fluoro-5-[3-hydroxy-2-methyl-2-(methylamino)propoxy]-2-methylsulfonyl-pyrido[4,3-d]pyrimidin-4-ol ClC1=C(C=2N=C(N=C(C2C(=N1)OCC(CO)(NC)C)O)S(=O)(=O)C)F